C(C)(C)(C)OC(=O)N1C2(CC(C1)C2)C(=O)O 2-tert-butoxycarbonyl-2-azabicyclo[2.1.1]hexane-1-carboxylic acid